5-((5-(3-fluoro-4-(trifluoromethyl)phenyl)-1,3,4-oxadiazol-2-yl)amino)picolinonitrile FC=1C=C(C=CC1C(F)(F)F)C1=NN=C(O1)NC=1C=CC(=NC1)C#N